2-(cyclopropylmethyl)-N-(1,3-dimethyl-1H-pyrazol-4-yl)-N-isopropyl-1,2,3,4-tetrahydroisoquinolin-7-amine hydrochloride Cl.C1(CC1)CN1CC2=CC(=CC=C2CC1)N(C(C)C)C=1C(=NN(C1)C)C